ClC=1C(=NC=C(C1)F)C(=O)NC1[C@@H]2CN(C[C@H]12)C1=NC=C(C=C1)C=1C=2N(C=C(C1)C=1C=NN(C1)C)N=CC2C#N 3-chloro-N-((1R,5S,6s)-3-(5-(3-cyano-6-(1-methyl-1H-pyrazol-4-yl)pyrazolo[1,5-a]pyridin-4-yl)pyridin-2-yl)-3-azabicyclo[3.1.0]hexan-6-yl)-5-fluoropicolinamide